P(O)(O)=O.C1(=CC=CC=C1)C=1C(=C(C(=O)[Li])C(=CC1C)C)C phenyl-2,4,6-trimethylbenzoyl-lithium phosphonate